4-{4-(3,4-dihydro-1H-pyrrolo[2,1-c][1,4]oxazin-6-yl)-8-fluoro-2-[(3aR,6aS)-5-methylhexahydropyrrolo[3,4-c]pyrrol-2(1H)-yl]pyrido[4,3-d]pyrimidin-7-yl}-5-ethynyl-6-fluoronaphthalen-2-ol C1OCCN2C1=CC=C2C=2C1=C(N=C(N2)N2C[C@@H]3CN(C[C@@H]3C2)C)C(=C(N=C1)C1=CC(=CC2=CC=C(C(=C12)C#C)F)O)F